FC1=CC=C(C=N1)C=1OC2=C(C=C(C=C2C(C1)=O)C)C(C)NC1=C(C(=O)O)C=CC=C1 2-[1-[2-(6-Fluoro-3-pyridyl)-6-methyl-4-oxo-chromen-8-yl]ethylamino]benzoic acid